3-(5-((4-(3-((2-((1S)-1-((tetrahydro-2H-pyran-2-yl)oxy)ethyl)-1H-imidazol-1-yl)methyl)isoxazol-5-yl)phenyl)ethynyl)pyridin-2-yl)propanamide O1C(CCCC1)O[C@@H](C)C=1N(C=CN1)CC1=NOC(=C1)C1=CC=C(C=C1)C#CC=1C=CC(=NC1)CCC(=O)N